C(CCCCCCCCCCCCCCCCCCCCCC)(=O)O.NCC1=NNC(C2=CC=C(C=C12)C1(CC1)C(=O)N(C1CCCC=2C=CC=NC12)CC1=NC=C(C(=C1)C)C(F)(F)F)=O 1-(4-(aminomethyl)-1-oxo-1,2-dihydro-phthalazin-6-yl)-N-((4-methyl-5-(trifluoromethyl)pyridin-2-yl)methyl)-N-(5,6,7,8-tetrahydroquinolin-8-yl)cyclopropane-1-carboxamide TRICOSANOATE